FC=1C=C(COC2CCC3=CC(=CC=C23)C(=O)OCC)C=CC1F ethyl 1-((3,4-difluorobenzyl)oxy)-2,3-dihydro-1H-indene-5-carboxylate